N-(4-(2-(quinazolin-4-ylamino)ethyl)phenyl)methanesulfonamide N1=CN=C(C2=CC=CC=C12)NCCC1=CC=C(C=C1)NS(=O)(=O)C